OC1(CCCC1)C1=NOC(=C1)C[C@@H]1[C@@H]([C@H]([C@H]([C@H](O1)CO)O)N1N=NC(=C1)C1=CC(=C(C(=C1)F)F)F)OC (2R,3R,4S,5R,6R)-6-((3-(1-hydroxycyclopentyl)isoxazol-5-yl)methyl)-2-(hydroxymethyl)-5-methoxy-4-(4-(3,4,5-trifluorophenyl)-1H-1,2,3-triazol-1-yl)tetrahydro-2H-pyran-3-ol